[NH4+].C(C=C)(=O)NC(CS(=O)(=O)[O-])(C)C 2-acrylamido-2-methyl-1-propanesulfonic acid ammonium salt